(2,4,4-trimethylpentan-2-ylcarbamoyl)benzoic acid CC(C)(CC(C)(C)C)NC(=O)C1=C(C(=O)O)C=CC=C1